(2S,4R)-1-(2-(3-carbamimidoyl-5-(2-methylpyrimidin-5-yl)-1H-indazol-1-yl)acetyl)-N-(2'-chloro-2-fluoro-[1,1'-biphenyl]-3-yl)-4-fluoropyrrolidine-2-carboxamide C(N)(=N)C1=NN(C2=CC=C(C=C12)C=1C=NC(=NC1)C)CC(=O)N1[C@@H](C[C@H](C1)F)C(=O)NC=1C(=C(C=CC1)C1=C(C=CC=C1)Cl)F